C1(CCCCC1)C1=C(O[C@@H]2CN(CC2)C(=O)OC(C)(C)C)C=CC(=C1)C(=O)N1CCNCC1 tert-butyl (S)-3-(2-cyclohexyl-4-(piperazine-1-carbonyl)phenoxy)pyrrolidine-1-carboxylate